BrC=1N=CN(C1C)C[C@H]1OCC1 (S)-4-bromo-5-methyl-1-(oxetan-2-ylmethyl)-1H-imidazole